5-((4-methoxybenzyl)thio)-1-(2-methoxyethyl)pyridin-2(1H)-one COC1=CC=C(CSC=2C=CC(N(C2)CCOC)=O)C=C1